(αs)-α-methyl-3-phenoxybenzyl alcohol C[C@@H](C1=CC(=CC=C1)OC1=CC=CC=C1)O